6-(4-fluoro-3-methoxy-phenyl)-5-[4-[(3S)-1-(3-fluoropropyl)pyrrolidin-3-yl]oxyphenyl]-8,9-dihydro-7H-benzo[7]annulen-2-ol FC1=C(C=C(C=C1)C1=C(C2=C(CCC1)C=C(C=C2)O)C2=CC=C(C=C2)O[C@@H]2CN(CC2)CCCF)OC